5-(bromomethyl)-3-methyl-isoxazole BrCC1=CC(=NO1)C